5-methyl-1-(tetrahydro-2H-pyran-2-yl)-6-(2-(2-(trifluoromethyl)pyrimidin-4-yl)-2,8-diazaspiro[4.5]decan-8-yl)-1,5-dihydro-4H-pyrazolo[3,4-d]pyrimidin-4-one CN1C(=NC2=C(C1=O)C=NN2C2OCCCC2)N2CCC1(CCN(C1)C1=NC(=NC=C1)C(F)(F)F)CC2